Ethyl-5-methyl-1H-pyrazole C(C)N1N=CC=C1C